4-hydroxy-2-methylbenzenesulfonic acid ammonium salt [NH4+].OC1=CC(=C(C=C1)S(=O)(=O)[O-])C